BrC1=C(C(=C(N)C(=C1)I)F)C 4-bromo-2-fluoro-6-iodo-3-methylaniline